2-[4-[4-(Diethylamino)benzoyl]piperazin-1-yl]-3H-quinazolin-4-one C(C)N(C1=CC=C(C(=O)N2CCN(CC2)C2=NC3=CC=CC=C3C(N2)=O)C=C1)CC